5-[2-(2-{[(3-fluorophenyl)(methyl)oxo-λ6-sulfanylidene]amino}phenyl)ethynyl]pyridine-2-carboxylic acid FC=1C=C(C=CC1)S(=O)(C)=NC1=C(C=CC=C1)C#CC=1C=CC(=NC1)C(=O)O